CS(=O)(=O)C=1C=C(CNC2=NC(=NC=C2C(F)(F)F)NC2=CC=C(C=C2)N2CCN(CC2)CC2=CC=C(C=N2)C2C(NC(CC2)=O)=O)C=CC1 3-(6-((4-(4-((4-((3-(methylsulfonyl)benzyl)amino)-5-(trifluoromethyl)pyrimidin-2-yl)amino)phenyl)piperazin-1-yl)methyl)pyridin-3-yl)piperidine-2,6-dione